C1(CCCCC1)C(C(=O)NC1CCCCC1)N1C(=NC2=C1C=CC=C2)C2=CC=C(C=C2)C(C)C 2,N-dicyclohexyl-2-[2-(4-isopropyl-phenyl)-benzimidazol-1-yl]-acetamide